N-[2-amino-5-(4-fluorophenyl)phenyl]-5-[(methylsulfonyl)methyl]benzofuran-2-carboxamide methyl-4-(4-methylphenyl)-4-oxobutanoate COC(CCC(=O)C1=CC=C(C=C1)C)=O.NC1=C(C=C(C=C1)C1=CC=C(C=C1)F)NC(=O)C=1OC2=C(C1)C=C(C=C2)CS(=O)(=O)C